1-cyclobutyl-3-(3-(difluoromethoxy)phenyl)-1H-pyrazolo[4,3-b]pyridine-6-carboxylic acid C1(CCC1)N1N=C(C2=NC=C(C=C21)C(=O)O)C2=CC(=CC=C2)OC(F)F